[Mg].[Ca].[Lu] lutetium calcium magnesium